1-methyl-1,3-cycloheptadiene CC1=CC=CCCC1